(S)-7-((1s,4S)-4-(1-isopropyl-3-(trifluoromethyl)-1H-pyrazol-5-yl)cyclohexyl)-2-thia-7-azaspiro[4.5]decane 2,2-dioxide C(C)(C)N1N=C(C=C1C1CCC(CC1)N1C[C@@]2(CCS(C2)(=O)=O)CCC1)C(F)(F)F